[C@H]12CC(C[C@H](CCC1)N2)OC2=CN=CC(=N2)NC2=NNC(=C2)[C@@H]2COCC2 6-(((1R,3r,5S)-9-azabicyclo[3.3.1]nonan-3-yl)oxy)-N-(5-((R)-tetrahydrofuran-3-yl)-1H-pyrazol-3-yl)pyrazin-2-amine